C1(=CC=CC=C1)NP(OC1=C(C=CC=C1)OC)(=O)C1=CC=CC=C1 2-methoxyphenyl N,P-diphenylphosphonamidate